CS(=O)(=O)[O-].C(C)OC([C@@H](CC1=CN(C2=CC=CC=C12)C)NC([C@H](CC(C)C)[NH3+])=O)=O (S)-1-(((R)-1-ethoxy-3-(1-methyl-1H-indol-3-yl)-1-oxopropan-2-yl)amino)-4-methyl-1-oxopentan-2-aminium methanesulfonate